CC1=C(N=NC=C1)C(C)N 1-(4-methylpyridazin-3-yl)ethanamine